COC=1C=C2C(=NC=NC2=CC1OC)NC1=CC(=C(C(=C1)OC)OC)OC 6,7-dimethoxy-N-(3,4,5-trimethoxyphenyl)quinazolin-4-amine